[2,6-dichloro-3-(phenoxycarbonylamino)phenyl]boronic acid ClC1=C(C(=CC=C1NC(=O)OC1=CC=CC=C1)Cl)B(O)O